O[C@H]1CC2CC[C@H]3[C@@H]4CC[C@H](C(C)=O)[C@]4(CC[C@@H]3[C@]2(CC1)C)C 3α-hydroxy-pregnan-20-one